C(CCCC)(=O)NN pentanoyl-hydrazine